3-((1H-Benzo[d]Imidazol-2-Yl)(Phenyl)Methyl)-6-(4-(1-Methylpiperidin-4-Yl)Phenyl)Pyrrolo[2,1-f][1,2,4]Triazin-4(3H)-One N1C(=NC2=C1C=CC=C2)C(N2C=NN1C(C2=O)=CC(=C1)C1=CC=C(C=C1)C1CCN(CC1)C)C1=CC=CC=C1